C(=O)=C1C(=C(C=NN1COCC[Si](C)(C)C)N[C@H](CON1C(C2=CC=CC=C2C1=O)=O)C)C(F)(F)F (S)-2-(2-((6-carbonyl-5-(trifluoromethyl)-1-((2-(trimethylsilyl)ethoxy)methyl)-1,6-Dihydropyridazin-4-yl)amino)propoxy)isoindoline-1,3-dione